[N+](=O)([O-])C1=C(CC2C[C@H](NC2)C(=O)O)C=CC=C1 gamma-(2-nitro-benzyl)-proline